N-(2-(1,2-dimethyl-azepan-3-yl)thieno[2,3-b]pyridin-4-yl)benzo[d]thiazol-5-amine CN1C(C(CCCC1)C1=CC=2C(=NC=CC2NC=2C=CC3=C(N=CS3)C2)S1)C